31-(2-((1,2-dimethylhydrazinyl)methyl)-1H-indol-1-yl)-27-(hydroxymethyl)-2,3-dimethyl-4,26,29-trioxo-7,10,13,16,19,22-hexaoxa-3,25,28-triazahentriacontan-1-oate CN(NC)CC=1N(C2=CC=CC=C2C1)CCC(NC(C(NCCOCCOCCOCCOCCOCCOCCC(N(C(C(=O)[O-])C)C)=O)=O)CO)=O